7'-bromo-8'-methyl-1',2'-dihydrospiro[cyclopropane-1,3'-pyrido[2,3-b][1,4]oxazin]-2'-one BrC1=C(C2=C(OC3(C(N2)=O)CC3)N=C1)C